NCC(=O)NS(=O)(=O)CCN(C=1SC(=C(N1)C1=CC(=C(C=C1)Cl)Cl)CC(C)C)CC1=CC=CC=C1 2-amino-N-(2-(benzyl-(4-(3,4-dichlorophenyl)-5-isobutylthiazol-2-yl)amino)ethylsulfonyl)acetamide